(S)-N-(1-(6,7-Difluoro-1-oxo-1,2-dihydroisoquinolin-4-yl)ethyl)-N,1-dimethyl-1H-indole-6-carboxamide FC=1C=C2C(=CNC(C2=CC1F)=O)[C@H](C)N(C(=O)C1=CC=C2C=CN(C2=C1)C)C